bis[2,4-di-tert-butyl-4-hydroxyphenyl]pentaerythritol C(C)(C)(C)C1=C(C=CC(C1)(O)C(C)(C)C)C(O)(C(CO)(CO)CO)C1=C(CC(C=C1)(C(C)(C)C)O)C(C)(C)C